5,5-dimethyl-1-((2-((tetrahydro-2H-pyran-4-yl)amino)pyridin-4-yl)methyl)-3-(4-(1-(trifluoromethyl)cyclopropyl)phenyl)imidazolidine-2,4-dione CC1(C(N(C(N1CC1=CC(=NC=C1)NC1CCOCC1)=O)C1=CC=C(C=C1)C1(CC1)C(F)(F)F)=O)C